di(2-toluyl) sulfone C=1(C(=CC=CC1)S(=O)(=O)C1=C(C=CC=C1)C)C